C(#N)C1=CC(=C(C=C1)C(=O)N1C[C@]2(CC1)C=C(C(C(C2)(C)C)=O)C#N)C(F)(F)F (5R)-2-[4-cyano-2-(trifluoromethyl)benzene-1-carbonyl]-9,9-dimethyl-8-oxo-2-azaspiro[4.5]dec-6-ene-7-carbonitrile